2-{3-[(3S)-3-(propan-2-yl)piperazin-1-yl]-1,2,4-triazin-6-yl}-5-([1,2,4]triazolo[4,3-a]pyridin-6-yl)phenol CC(C)[C@H]1CN(CCN1)C=1N=NC(=CN1)C1=C(C=C(C=C1)C=1C=CC=2N(C1)C=NN2)O